(3R,6S,9aS)-1-((E)-3-(benzo[d]thiazol-2-yl)acryloyl)-8-(1-(4-hydroxybutyl)azetidin-3-yl)-3-isobutyl-6-neopentyltetrahydropyrazino[2,1-c][1,2,4]oxadiazine-4,7(3H,6H)-dione S1C(=NC2=C1C=CC=C2)/C=C/C(=O)N2O[C@@H](C(N1[C@@H]2CN(C([C@@H]1CC(C)(C)C)=O)C1CN(C1)CCCCO)=O)CC(C)C